(S)-N-(5-(tert-butyl)-1-(1-methylpyrrolidin-3-yl)-1H-pyrazol-3-yl)-7-chloro-1-methyl-6-(thiazolo[5,4-b]pyridin-6-yloxy)-1H-imidazo[4,5-b]pyridin-2-amine C(C)(C)(C)C1=CC(=NN1[C@@H]1CN(CC1)C)NC=1N(C=2C(=NC=C(C2Cl)OC=2C=C3C(=NC2)SC=N3)N1)C